(3R,7R)-2-(3,4-dichlorobenzoyl)-9-(1-(5-fluoro-1-methyl-6-oxo-1,6-dihydropyridin-3-yl)ethyl)-3,7-dimethyl-1,2,3,4,8,9-hexahydropyrido[4',3':3,4]pyrazolo[1,5-a]pyrazin-10(7H)-one ClC=1C=C(C(=O)N2CC=3C(=NN4C3C(N(C[C@H]4C)C(C)C4=CN(C(C(=C4)F)=O)C)=O)C[C@H]2C)C=CC1Cl